FC=1C=C2CCN(CC2=CC1)C=1C=C(C(=C(C1)C1(CC(C1)O)CO)[N+](=O)[O-])C 3-(5-(6-Fluoro-3,4-dihydroisoquinolin-2(1H)-yl)-3-methyl-2-nitrophenyl)-3-(hydroxymethyl)cyclobutan-1-ol